(2R,5R)-2,5-dimethylpyrrolidine-1-sulfonamide C[C@H]1N([C@@H](CC1)C)S(=O)(=O)N